({4-[2-(3-azabicyclo[3.3.0]oct-3-yl)-2-oxoethyl]phenyl}amino)-N-[(4-methoxyphenyl)methyl]carboxamide C12CN(CC2CCC1)C(CC1=CC=C(C=C1)NC(=O)NCC1=CC=C(C=C1)OC)=O